C(C1=CC=CC=C1)OC=1C(=CC2=C(N(C[C@H]3N(C2=O)CC(C3)=C)C(=O)OC3=CC=C(C=C3)[N+](=O)[O-])C1)OC 4-nitrophenyl (S)-8-(benzyloxy)-7-methoxy-2-methylene-5-oxo-2,3,11,11a-tetrahydro-1H-benzo[e]pyrrolo[1,2-a][1,4]diazepine-10(5H)-carboxylate